ClC=1C=C(C(=O)N2CCC3=CC(=CC=C23)[C@@H](C)NC(C2=CC=C(C=C2)Br)=O)C=CC1 (R)-N-(1-(1-(3-chlorobenzoyl)-2,3-dihydro-1H-indol-5-yl)ethyl)-4-bromobenzamide